C(C)OC1=NC=C(C=N1)NC=1C=C(C=CC1[C@@H](C(F)(F)F)OC)[C@@H](CC(=O)O)CC (R)-3-(3-((2-ethoxypyrimidin-5-yl)amino)-4-((S)-2,2,2-trifluoro-1-methoxyethyl)phenyl)pentanoic acid